4-bromo-N-((4r,5s,7r,8r,9s,10r)-8,10-dihydroxy-7-(hydroxymethyl)-9-(4-(3,4,5-trifluorophenyl)-1H-1,2,3-triazol-1-yl)-1,6-dioxaspiro[4.5]dec-4-yl)-1-naphthamide BrC1=CC=C(C2=CC=CC=C12)C(=O)N[C@@H]1CCO[C@]12O[C@@H]([C@@H]([C@@H]([C@H]2O)N2N=NC(=C2)C2=CC(=C(C(=C2)F)F)F)O)CO